methyl (4-amino-5-(2-(dimethylamino)ethoxy)pyridin-2-yl)carbamate hydrochloride Cl.NC1=CC(=NC=C1OCCN(C)C)NC(OC)=O